2-(4-ethylbenzyl)-5-hydroxymethylphenyl 6-O-hexanoyl-β-D-glucopyranoside C(CCCCC)(=O)OC[C@@H]1[C@H]([C@@H]([C@H]([C@H](OC2=C(C=CC(=C2)CO)CC2=CC=C(C=C2)CC)O1)O)O)O